6-acetyl-2-((5-chloropyridin-2-yl)methyl)-3-(4-(1,1-difluoroethyl)phenyl)-3-((1-(hydroxy(2H2)methyl)cyclopropyl)(2H2)methoxy)isoindolin-1-one C(C)(=O)C1=CC=C2C(N(C(C2=C1)=O)CC1=NC=C(C=C1)Cl)(OC([2H])([2H])C1(CC1)C([2H])([2H])O)C1=CC=C(C=C1)C(C)(F)F